SCCC[Si](OCCC)(OCCC)OCCC γ-mercaptopropyltripropoxysilane